C(CCC)OC(CCCCC(CN(CCCCSSCCN1CCN(CC1)CCOC(CCCCN(CC(CCCCCCC(=O)OCCCC)O)CC(CCCCCCC(=O)OCCCC)O)=O)CC(CCCCC(OCCCC)=O)O)O)=O Dibutyl 9,9'-((5-(2-(4-(2-((4-(bis(7-butoxy-2-hydroxy-7-oxoheptyl)amino)-butyl)disulfaneyl)ethyl)piperazin-1-yl)ethoxy)-5-oxopentyl)azanediyl)bis(8-hydroxynonanoate)